(O-1H-benzotriazole-1-yl)-N,N,N',N'-tetramethyluronium hexafluorophosphate F[P-](F)(F)(F)(F)F.N1(N=NC2=C1C=CC=C2)OC(=[N+](C)C)N(C)C